C(#N)C1=C(C=C(C2=CC=CC=C12)C)C1=C(C=NN1C)C=1C=C2C(=CNC(C2=CC1)=O)CNC(OC(C)(C)C)=O tert-butyl ((6-(5-(1-cyano-4-methylnaphthalen-2-yl)-1-methyl-1H-pyrazol-4-yl)-1-oxo-1,2-dihydroisoquinolin-4-yl)methyl)carbamate